(R)-5-methylisoindoline-1-carboxylic acid CC=1C=C2CN[C@H](C2=CC1)C(=O)O